CC=1SC(=C(C1C(=O)[O-])C(=O)N[C@H](CS(=O)(=O)C)C1=CC(=C(C=C1)OC)OCC)NC(C)=O (S)-2-methyl-5-acetamido-4-[[1-(3-ethoxy-4-methoxyphenyl)-2-(methylsulfonyl)ethyl]aminocarbonyl]thiophene-3-carboxylate